CCCCCCCCCCCCCCCCCCCC(=O)O[C@H](COC(=O)CCCCCCCCC/C=C\CCCCCCCCCC)COP(=O)(O)OC[C@H](CO)O 1-(11Z-docosenoyl)-2-eicosanoyl-glycero-3-phospho-(1'-sn-glycerol)